4-(7-((1H-imidazol-1-yl)methyl)-5-(1-methyl-3-(trifluoromethyl)-1H-pyrazol-4-yl)-1-oxo-3,4-dihydroisoquinolin-2(1H)-yl)-N-hydroxy-6-methoxy-2-methylquinoline-8-carboximidamide N1(C=NC=C1)CC1=CC(=C2CCN(C(C2=C1)=O)C1=CC(=NC2=C(C=C(C=C12)OC)C(NO)=N)C)C=1C(=NN(C1)C)C(F)(F)F